ClC=1N=NC(=C(C1C)C)Cl 3,6-DICHLORO-4,5-DIMETHYLPYRIDAZINE